benzylfurfuryl alcohol C1=CC=C(C=C1)CC(C2=CC=CO2)O